FC(CNC=1C=NC=CC1N)(F)F N-(2,2,2-trifluoroethyl)pyridine-3,4-diamine